O=C1[C@@H](C[C@]2(CCCO2)CC1)C1=CC=C(C(=O)OC)C=C1 |r| Racemic-methyl 4-((5S*,7S*)-8-oxo-1-oxaspiro[4.5]decan-7-yl)benzoate